N[C@@H]1C2=C(N=CO2)CC12CCN(CC2)C=2N=CC(=NC2)SC2=C(C(=NC=C2)N2CC(C2)C(C)(C)O)Cl (S)-2-(1-(4-(5-(6-amino-4,6-dihydrospiro[cyclopenta[d]oxazole-5,4'-piperidine]-1'-yl)pyrazin-2-ylsulfanyl)-3-chloropyridin-2-yl)azetidin-3-yl)propan-2-ol